C1(CC1)C1=C(C=CC=C1CC(=O)N[C@H]1C(CCC[C@@H]1O[C@H]1[C@H](CNCC1)F)(F)F)C1=CC(=CC(=C1)F)F 2-(2-cyclopropyl-3',5'-difluoro-[1,1'-biphenyl]-3-yl)-N-((1R,6S)-2,2-difluoro-6-(((3S,4R)-3-fluoropiperidin-4-yl)oxy)cyclohexyl)acetamide